NCC1=CC(=C(C(=C1)C)NC(=O)C1=CC2=C(OCCC3=C2SC=C3)C=C1C=1C(=NC(=CC1)C(NC1CCCCC1)=O)C(=O)O)C 3-(9-((4-(aminomethyl)-2,6-dimethylphenyl)carbamoyl)-4,5-dihydrobenzo[b]thieno[2,3-d]oxepin-8-yl)-6-(cyclohexylcarbamoyl)picolinic acid